[F-].[O-2].[Mn+3] manganese oxide fluoride